S(OCC1CCCCC1)(OCCCCCCCCCCCCCCC)=O sulfurous acid, cyclohexylmethyl pentadecyl ester